C(C)OC(=O)C=1[C@@H](N=C(NC1CBr)C=1SC=CN1)C1=C(C=C(C=C1)F)Cl (R)-4-(2-chloro-4-fluorophenyl)-6-(bromomethyl)-2-(thiazol-2-yl)-1,4-dihydropyrimidine-5-carboxylic acid ethyl ester